methyl 5-(5-(bis(4-methoxybenzyl)amino)-3-methyl-2-(trifluoromethyl)phenyl)-5-hydroxy-3-oxopentanoate COC1=CC=C(CN(C=2C=C(C(=C(C2)C(CC(CC(=O)OC)=O)O)C(F)(F)F)C)CC2=CC=C(C=C2)OC)C=C1